Sodium, sodium salt [Na].[Na]